4-(difluoromethylene)-1,1,1,2,2,3,6,6,7,7,7-undecafluoro-5-(perfluoroethyl)-3,5-bis(trifluoromethyl)heptane FC(=C(C(C(C(F)(F)F)(F)F)(C(F)(F)F)F)C(C(C(F)(F)F)(F)F)(C(F)(F)F)C(C(F)(F)F)(F)F)F